CC=1C(C2=C(CCN(CC2)CCC(F)(F)F)C(C1C)=O)=O 7,8-dimethyl-3-(3,3,3-trifluoropropyl)-2,3,4,5-tetrahydro-1H-benzo[d]azepine-6,9-dione